OC1=C(C(=O)NC2=CC=C(C=C2)CC(=O)O)C=C(C(=C1)S(=O)(=O)O)O (4-(2,5-dihydroxy-4-sulfobenzamido)phenyl)acetic acid